7-amino-2-methyl-1,4-dihydroisoquinolin-3(2H)-one NC1=CC=C2CC(N(CC2=C1)C)=O